ClC(CF)(CF)F 2-chloro-1,2,3-trifluoropropane